(±)-tert-butyl 5-methoxy-4-((2-(4-(methoxycarbonyl)phenyl)piperazin-1-yl)methyl)-7-methyl-1H-indole-1-carboxylate COC=1C(=C2C=CN(C2=C(C1)C)C(=O)OC(C)(C)C)CN1[C@@H](CNCC1)C1=CC=C(C=C1)C(=O)OC |r|